6λ6-thia-2-azaspiro[3.4]octane 6,6-dioxide hydrochloride Cl.C1NCC12CS(CC2)(=O)=O